[B].[Al].[Fe] iron-aluminum-boron